COC1=NC=CC(=C1)C1=NNC2=CC(=CC=C12)C 3-(2-methoxypyridin-4-yl)-6-methyl-1H-indazole